(4-(3-(1H-pyrazol-5-yl)piperidin-1-yl)-2-((1-((dimethylamino)methyl)cyclopropyl)methoxy)-5,7-dihydro-6H-pyrrolo[3,4-d]pyrimidin-6-yl)(3-hydroxy-8-iodonaphthalen-1-yl)methanone N1N=CC=C1C1CN(CCC1)C=1C2=C(N=C(N1)OCC1(CC1)CN(C)C)CN(C2)C(=O)C2=CC(=CC1=CC=CC(=C21)I)O